3-(2-(4-(tert-Butoxycarbonyl)piperazin-1-yl)pyrimidin-5-yl)isoxazole-5-carboxylic acid C(C)(C)(C)OC(=O)N1CCN(CC1)C1=NC=C(C=N1)C1=NOC(=C1)C(=O)O